[Na+].NCCS(=O)(=O)[O-] aminoethyl-sulfonic acid sodium salt